C(CC)[Si]1(O[Si](O[Si](O[Si](O[Si](O1)(C=C)CCC)(C=C)CCC)(C=C)CCC)(C=C)CCC)C=C pentapropyl-pentavinylcyclopentasiloxane